C(C1=CC=CC=C1)SC1=C(C=CC=C1OC)OC(C)C Benzyl(2-isopropoxy-6-methoxyphenyl)sulfane